CC(C(=O)NC=1C(=NC=CC1)C(=O)N)C 3-(2-methylpropanoylamino)pyridine-2-carboxamide